CN1N=C2C=NC=C(C2=C1)C=1C(=C(C#N)C=CC1)N1CCC(CC1)C1=NN=CN1C 3-{2-methyl-2H-pyrazolo[3,4-c]pyridin-4-yl}-2-[4-(4-methyl-4H-1,2,4-triazol-3-yl)piperidin-1-yl]benzonitrile